4-fluorophenyl (1R,5S,6r)-3-(8-fluoro-7-(8-fluoronaphthalen-1-yl)-2-((tetrahydro-1H-pyrrolizin-7a(5H)-yl)methoxy)pyrido[4,3-d]pyrimidin-4-yl)-3-azabicyclo[3.1.1]heptane-6-carboxylate FC1=C(N=CC2=C1N=C(N=C2N2C[C@H]1C([C@@H](C2)C1)C(=O)OC1=CC=C(C=C1)F)OCC12CCCN2CCC1)C1=CC=CC2=CC=CC(=C12)F